3-(4-(5,5-dimethyl-1,3,2-dioxaborinan-2-yl)phenyl)-4-(4-methoxybenzyl)-5-methyl-4H-1,2,4-triazole CC1(COB(OC1)C1=CC=C(C=C1)C1=NN=C(N1CC1=CC=C(C=C1)OC)C)C